3-[3-(3,4-Difluoro-benzyl)-3H-imidazo[4,5-b]pyridin-2-yl]-N-[1-(4-fluoro-phenyl)-3-hydroxy-propyl]-propionamide FC=1C=C(CN2C(=NC=3C2=NC=CC3)CCC(=O)NC(CCO)C3=CC=C(C=C3)F)C=CC1F